(4-(1,3-Dioxoisoindolin-2-yl)butan-2-yl)-5-(4-(trifluoromethyl)phenoxy)-2-naphthamide O=C1N(C(C2=CC=CC=C12)=O)CCC(C)C1=C(C=CC2=C(C=CC=C12)OC1=CC=C(C=C1)C(F)(F)F)C(=O)N